C1(=CC=CC=C1)N1CSC=C1C1=CC=C(C=C1)OC 3-phenyl-4-(4'-methoxy-phenyl)thiazole